1-phenyl-3-(2-(undec-3-en-1-yl)-1,3-dioxolan-4-yl)butan-1-one C1(=CC=CC=C1)C(CC(C)C1OC(OC1)CCC=CCCCCCCC)=O